C(C)N(C(OC(C)(C)C)=O)[C@@H]1CN2C(OC1)=C(C=N2)S(NC(NC2=C1CCCC1=CC=1CCCC21)=O)(=O)=O |r| rac-tert-Butyl ethyl(3-(N-((1,2,3,5,6,7-hexahydro-s-indacen-4-yl)carbamoyl)sulfamoyl)-6,7-dihydro-5H-pyrazolo[5,1-b][1,3]oxazin-6-yl)carbamate